C1(CC1)CCC(C=1C=NC=CC1)(N[S@](=O)C(C)(C)C)C=1C=CC(=C(C1)NC(=O)C1=CC(=NN1)C(F)(F)F)F N-(5-((-)-3-cyclopropyl-1-((R)-1,1-dimethylethylsulfinamido)-1-(pyridin-3-yl)propyl)-2-fluorophenyl)-3-(trifluoromethyl)-1H-pyrazole-5-carboxamide